N-(imidazo[1,2-a]pyridin-7-ylmethyl)benzamide N=1C=CN2C1C=C(C=C2)CNC(C2=CC=CC=C2)=O